C(C)(=O)N1CCN(CC1)C=1N=C(C=2C(N1)=CN(N2)C(C)C)NC(C)C=2C=NC1=CC=CC=C1C2 5-(4-Acetyl-piperazin-1-yl)-2-isopropyl-7-(1-quinolin-3-yl-ethylamino)-2H-pyrazolo[4,3-d]pyrimidin